(5-Ethoxycarbonyl-6-methyl-3-pyridyl)boronic acid C(C)OC(=O)C=1C=C(C=NC1C)B(O)O